(E)-2-(4-((1H-imidazol-1-yl)methyl)benzylidene)butynoic acid N1(C=NC=C1)CC1=CC=C(\C=C(\C(=O)O)/C#C)C=C1